OC1=CC(NN(C1)C=1C=NC(=CC1)C(F)(F)F)=O 5-hydroxy-1-(6-(trifluoromethyl)pyridine-3-yl)-1,6-dihydropyridazin-3(2H)-one